tert-butyl N-[(3R,6R)-6-[(1,3-dioxoisoindol-2-yl)methyl]oxan-3-yl]carbamate O=C1N(C(C2=CC=CC=C12)=O)C[C@H]1CC[C@H](CO1)NC(OC(C)(C)C)=O